(1S,4S)-5-(3-(1-(4-(5-(difluoromethyl)-1,3,4-oxadiazol-2-yl)benzyl)-1H-1,2,3-triazol-4-yl)phenyl)-2,5-diazabicyclo[2.2.1]heptane-2-carboxylic acid tert-butyl ester C(C)(C)(C)OC(=O)N1[C@@H]2CN([C@H](C1)C2)C2=CC(=CC=C2)C=2N=NN(C2)CC2=CC=C(C=C2)C=2OC(=NN2)C(F)F